C(CC)C(C(=O)[O-])(CCCCCC)CCC 2,2-Dipropyloctanoat